(Z)-2-(4-aminobenzylidene)-6-((2,6-dimethoxybenzyl)sulfonyl)-2H-benzo[b][1,4]thiazin-3(4H)-one NC1=CC=C(\C=C/2\C(NC3=C(S2)C=CC(=C3)S(=O)(=O)CC3=C(C=CC=C3OC)OC)=O)C=C1